O(C1=CC=CC=C1)CCCCN 4-Phenoxybutan-1-amine